OCCN1N=C2N=C(C=CC2=C1)C1=C(C=C(C=C1C)C(F)(F)F)O 2-[2-(2-hydroxyethyl)pyrazolo[3,4-b]pyridin-6-yl]-3-methyl-5-(trifluoromethyl)phenol